OC=1C=2N(C=C(N1)C)N=C(C2)C(=O)OCC ethyl 4-hydroxy-6-methyl-pyrazolo[1,5-a]pyrazine-2-carboxylate